FC1=C2CCN(CC2=CC=C1NC(=O)C1=CC(=NN1C=1C=C(CNC(OC(C)(C)C)=O)C=CC1)C(F)(F)F)C tert-butyl 3-(5-(5-fluoro-2-methyl-1,2,3,4-tetrahydroisoquinolin-6-ylcarbamoyl)-3-(trifluoromethyl)-1H-pyrazol-1-yl)benzylcarbamate